ClC=1C=C(C(=NC1)N1C([C@H](N(C(C1)=O)CC1=CC=C(C=C1)Cl)C12CC(C1)(C2)O)=O)F (R)-1-(5-chloro-3-fluoropyridin-2-yl)-4-(4-chlorobenzyl)-3-(3-hydroxybicyclo[1.1.1]pentan-1-yl)piperazine-2,5-dione